C(=O)NC1=CC=C(C(=O)O)C=C1 4-formylaminobenzoic acid